3-{5-[2-(3-fluorophenyl)-6-azaspiro[3.4]oct-1-ene-6-carbonyl]-1-oxo-3H-isoindol-2-yl}piperidine-2,6-dione FC=1C=C(C=CC1)C1=CC2(C1)CN(CC2)C(=O)C=2C=C1CN(C(C1=CC2)=O)C2C(NC(CC2)=O)=O